C(C)P(=O)(CC)C/C=C/C(=O)OC Methyl (2E)-4-(diethylphosphoryl)but-2-enoate